C(C(C)C)(=O)[O-].C[NH3+] methylammonium isobutyrate